2-((1S,4S,5R)-5-((5-cyclopropyl-3-(2,6-dichlorophenyl)isoxazol-4-yl)methoxy)-2-azabicyclo[2.2.2]oct-2-yl)benzo[d]thiazole-6-carboxylic acid C1(CC1)C1=C(C(=NO1)C1=C(C=CC=C1Cl)Cl)CO[C@H]1[C@@H]2CN([C@H](C1)CC2)C=2SC1=C(N2)C=CC(=C1)C(=O)O